N-(5-(4-cyanophenyl)thiazol-2-yl)tetrahydro-2H-pyran-4-carboxamide C(#N)C1=CC=C(C=C1)C1=CN=C(S1)NC(=O)C1CCOCC1